C(CCC)(=O)O.N12CCCCCC2=NCCC1 1,8-diazabicyclo[5.4.0]undec-7-ene butanoate